3-methyl-3-sulfanylhexane-1-ol CC(CCO)(CCC)S